N1N=CC(=C1)C1=NC(=NC=C1)C1=CC=CC=C1CCN(C(O)=O)CC=1OC2=C(C1C)C(=CC=C2)C#N.CC2=C(C=C(S2)C(=O)N)C2=NC=NC=1NC(CN(C21)C)=O 5-methyl-4-(5-methyl-7-oxo-5,6,7,8-tetrahydropteridin-4-yl)thiophene-2-carboxamide 4-(1H-pyrazol-4-yl)pyrimidinebenzyl-((4-cyano-3-methylbenzofuran-2-yl)methyl)(methyl)carbamate